Tert-butyl 4-(4,6-dioxo-3,4,5,6-tetrahydro-1H-pyrano[4,3-b]thieno[3,2-d]pyridin-8-yl)-1H-pyrazole-1-carboxylate O=C1COCC2=C1NC(C1=C2C=C(S1)C=1C=NN(C1)C(=O)OC(C)(C)C)=O